(E)-2-((4-(2-(4-chlorophenoxy)acetyl)piperazin-1-yl)methyl)-3-(2-isopropoxy-5-(2-(4-(octadec-9-enoyl)piperazin-1-yl)acetyl)phenyl)quinazolin-4(3H)-one ClC1=CC=C(OCC(=O)N2CCN(CC2)CC2=NC3=CC=CC=C3C(N2C2=C(C=CC(=C2)C(CN2CCN(CC2)C(CCCCCCC\C=C\CCCCCCCC)=O)=O)OC(C)C)=O)C=C1